tert-butyl((1r,4r)-4-((2-(2,6-bis(benzyloxy)pyridin-3-yl)-1-oxoisoindolin-4-yl)amino)cyclohexyl)carbamate C(C)(C)(C)OC(NC1CCC(CC1)NC1=C2CN(C(C2=CC=C1)=O)C=1C(=NC(=CC1)OCC1=CC=CC=C1)OCC1=CC=CC=C1)=O